C(C)OC(=O)C=1C(=NC(=NC1)NC1CC1)NC1CCC(CC1)O 2-(cyclopropylamino)-4-(((1r,4r)-4-hydroxycyclohexyl)amino)pyrimidine-5-carboxylic acid ethyl ester